4-((2-chloro-5-phenylthieno[2,3-d]pyrimidin-4-yl)aminomethyl)benzenesulfonamide ClC=1N=C(C2=C(N1)SC=C2C2=CC=CC=C2)NCC2=CC=C(C=C2)S(=O)(=O)N